FC=1C=C(C=CC1NC1=NC=C2C=CC(=NC2=C1)S(=O)(=O)C1CCN(CC1)C)C1=CC=C(C=C1)F N-{3,4'-difluoro-[1,1'-biphenyl]-4-yl}-2-(1-methylpiperidin-4-ylsulfonyl)-1,6-naphthyridin-7-amine